C(C)(C)(C)N[C@H]1CN(CC1)C=1N=NC(=CN1)C1=C(C=C(C=C1)C=1C(=NNC1)F)O 2-{3-[(3R)-3-(tert-butylamino)pyrrolidin-1-yl]-1,2,4-triazin-6-yl}-5-(3-fluoro-1H-pyrazol-4-yl)phenol